ethyl (S)-2-(4-(1-(azetidine-1-carbonyl)pyrrolidin-2-yl)piperidin-1-yl)-6-azaspiro[3.4]octane-6-carboxylate N1(CCC1)C(=O)N1[C@@H](CCC1)C1CCN(CC1)C1CC2(C1)CN(CC2)C(=O)OCC